FC=1C=C(C=C(C1)F)[C@@H]1CC[C@H]2OC3(C(N21)=O)CCN(CC3)C(=O)C=3C=NC=CC3C (5'S,7a'R)-5'-(3,5-difluorophenyl)-1-(4-methylpyridine-3-carbonyl)tetrahydro-3'H-spiro[piperidine-4,2'-pyrrolo[2,1-b]-[1,3]oxazol]-3'-one